NCCNCCNCCNCCNCCNCCN hexaethyleneheptaamine